C(#N)C=1C=C(C(=C(C1)C1=CC=CC=C1)OC)OC 5-cyano-2,3-dimethoxy-1,1'-biphenyl